ClC1=CC(=C(C=C1)C1=NC(=NC2=C1N=C(N(C2=O)C)C(F)F)N2C[C@@H](OCC2)C=2C=NN(C2)C)F 8-(4-chloro-2-fluoro-phenyl)-2-(difluoromethyl)-3-methyl-6-[(2S)-2-(1-methylpyrazol-4-yl)morpholino]pyrimido[5,4-d]pyrimidin-4-one